C[C@H]1OS(OC1)(=O)=O (4R)-4-methyl-1,3,2-dioxathiolane 2,2-dioxide